methyl 1-(3-chloro-5-(1-(quinolin-5-yl)-5-(trifluoromethyl)-1H-pyrazole-4-carboxamido)pyridin-2-yl)-1H-1,2,3-triazole-4-carboxylate ClC=1C(=NC=C(C1)NC(=O)C=1C=NN(C1C(F)(F)F)C1=C2C=CC=NC2=CC=C1)N1N=NC(=C1)C(=O)OC